OCC(CCCCCC(=O)OC(C)(C)C)(C)C tert-butyl 8-hydroxy-7,7-dimethyloctanate